NCCNC1=NC(=NC(=C1)C)NC(=O)NC1=CC(=C(C=C1)OC(F)(F)F)Cl 1-(4-((2-aminoethyl)amino)-6-methylpyrimidin-2-yl)-3-(3-chloro-4-(trifluoromethoxy)phenyl)urea